C(CCC)OC1=CC=C(C=C1)C1(C=CC2=C(O1)C=1C=C(C(=CC1C1=C2C(C2=CC(=CC=C21)C2=CC=C(C=C2)OC(C)C)(CCCCC)CCCCC)OC)OC)C2=CC=C(C=C2)N2CCOCC2 3-(4-butoxyphenyl)-3-(4-morpholinophenyl)-6,7-dimethoxy-11-(4-isopropoxyphenyl)-13,13-din-pentyl-3H,13H-indeno[2',3':3,4]naphtho[1,2-b]pyran